SCC(C(CS)N)N 1,4-dimercapto-2,3-butanediamine